methyl (R)-4-(2-oxo-3-(4-(trifluoromethyl)phenoxy)pyrrolidin-1-yl)benzoate O=C1N(CC[C@H]1OC1=CC=C(C=C1)C(F)(F)F)C1=CC=C(C(=O)OC)C=C1